O1CCN(CC1)C1=CC=C(C=N1)C1=CC=CC=2N1N=C(N2)NC(=O)C2CC2 N-(5-(6-morpholinopyridin-3-yl)-[1,2,4]triazolo[1,5-a]pyridin-2-yl)cyclopropanecarboxamide